bis(t-butylimino)tris(dimethylamino)tantalum C(C)(C)(C)N=[Ta](N(C)C)(N(C)C)(N(C)C)=NC(C)(C)C